6-((dimethylamino)methyl)-4-phenylisoindoline-2-carbonitrile CN(C)CC1=CC(=C2CN(CC2=C1)C#N)C1=CC=CC=C1